C(OC(C)(C)C)(OCCl)=O tert-butyl chloromethyl carbonate